NC12CC(C1)(C2)NC=2N=CC1=C(N2)C(=NC(=C1)C#N)NC(C)C 2-((3-aminobicyclo[1.1.1]pentan-1-yl)amino)-8-(isopropylamino)pyrido[3,4-d]pyrimidine-6-carbonitrile